(S)-N-((3-chloro-2-fluoro-5-methoxypyridin-4-yl)methylene)-2-methylpropan-2-sulfinamide ClC=1C(=NC=C(C1C=N[S@@](=O)C(C)(C)C)OC)F